tert-butyl (8-(3-acrylamidophenyl)-6-(2-chlorophenyl)quinazolin-2-yl)carbamate C(C=C)(=O)NC=1C=C(C=CC1)C=1C=C(C=C2C=NC(=NC12)NC(OC(C)(C)C)=O)C1=C(C=CC=C1)Cl